BrC1=CC(=CC=C1)OC(C)C 1-bromo-3-isopropoxybenzene